N-(4-cyano-2,3-difluoro-phenyl)-5-phenyl-1H-pyrrole-3-sulfonamide C(#N)C1=C(C(=C(C=C1)NS(=O)(=O)C1=CNC(=C1)C1=CC=CC=C1)F)F